ClC1=CC2=C(O[C@H](N(S2(=O)=O)C2=C(C=C(C(=O)N[C@@H](CO)C3=NC=C(C=C3)S(=O)(=O)CC)C=C2)F)C)C=C1 4-((S)-7-chloro-3-methyl-1,1-dioxo-3,4-dihydro-2H-benzo[b][1,4,5]oxathiazin-2-yl)-N-((R)-1-(5-(ethylsulphonyl)pyridin-2-yl)-2-hydroxyethyl)-3-fluorobenzamide